[C@@H]1([C@@H](O)[C@H](O)[C@H](O)[C@@H](O1)C)F α-fucosyl fluoride